C(C)(C)(C)OC(=O)N1C[C@H]([C@@H](CC1)NC1=NN2C(C=N1)=CC=C2Br)O (3R,4R)-4-({7-bromopyrrolo[2,1-f][1,2,4]triazin-2-yl}amino)-3-hydroxypiperidine-1-carboxylic acid tert-butyl ester